N-(4-cyano-1,3-dimethyl-1H-pyrazol-5-yl)-2-((3-(2,6-dioxopiperidin-3-yl)-1-methyl-1H-indazol-7-yl)oxy)acetamide C(#N)C=1C(=NN(C1NC(COC=1C=CC=C2C(=NN(C12)C)C1C(NC(CC1)=O)=O)=O)C)C